FC(CCCCCCCCCCCCCCCCCCCCCCCCCCCC=C)(F)F 30,30,30-trifluoro-1-triacontene